tert-butyl 6-(((methylsulfonyl)oxy)methyl)-3-azabicyclo[3.1.0]hexane-3-carboxylate CS(=O)(=O)OCC1C2CN(CC12)C(=O)OC(C)(C)C